(disulfanediylbis(ethane-2,1-diyl-1,1-d2))bis(N-formylformamide) S(SCC([2H])([2H])N(C=O)C=O)CC([2H])([2H])N(C=O)C=O